sodium 2-methylpropane CC(C)C.[Na]